3-(2,3-butadienyl)oxindole C(C=C=C)C1C(NC2=CC=CC=C12)=O